1-hydroxy-6-oxo-1,6-dihydropyridine-2-carboxamide ON1C(=CC=CC1=O)C(=O)N